CC1=NC(=CC=2N1C=C(N2)C(=O)OCC)C ethyl 5,7-dimethylimidazo[1,2-c]pyrimidine-2-carboxylate